S(=O)(=O)(O)CCC[N+]1=CC=CC=C1 1-(3-sulfopropyl)pyridin-1-ium